CC=1C=C(C=CC1)C=CC m-methylpropenyl-benzene